C(\C=C\C(=O)OC1CC1)(=O)OC1CCC(CC1)CCC (4-propylcyclohexyl) cyclopropyl fumarate